N-[(1S)-2-[4-(3,5-dimethyl-1H-pyrazol-4-yl)anilino]-1-(trans-4-methylcyclohexyl)-2-oxo-ethyl]-2-(3-hydroxybutyl)pyrazole-3-carboxamide CC1=NNC(=C1C1=CC=C(NC([C@H]([C@@H]2CC[C@H](CC2)C)NC(=O)C=2N(N=CC2)CCC(C)O)=O)C=C1)C